CN1C(=NC=C1C=1C(=NN(C1)C1=CC=NC=C1)C(F)(F)F)C(=O)N 1-methyl-5-[1-(4-pyridyl)-3-(trifluoromethyl)pyrazol-4-yl]imidazole-2-carboxamide